N-(2-nitrophenyl)thiourea [N+](=O)([O-])C1=C(C=CC=C1)NC(=S)N